tert-butyl (s)-(1-(6-methyl-2-(piperazin-1-yl)pyrimidin-4-yl)pyrrolidin-3-yl)carbamate CC1=CC(=NC(=N1)N1CCNCC1)N1C[C@H](CC1)NC(OC(C)(C)C)=O